OC([C@@H](C)NC(=O)C=1C(N(N=C(C1)C1=CC=C(C=C1)C(F)(F)F)C=1C=NC=CC1)=O)(C)C N-[(2R)-3-Hydroxy-3-methylbutan-2-yl]-3-oxo-2-(pyridin-3-yl)-6-[4-(trifluoromethyl)phenyl]-2,3-dihydropyridazine-4-carboxamide